1-(2-(dimethylamino)ethyl)-5-methoxy-N1-methyl-2-nitro-N4-(4-(3,3,5-trimethyl-2,3-Dihydro-1H-pyrrolo[3,2-b]pyridin-1-yl)pyrimidin-2-yl)benzene-1,4-diamine CN(CCC1(C(C=C(C(=C1)OC)NC1=NC=CC(=N1)N1CC(C2=NC(=CC=C21)C)(C)C)[N+](=O)[O-])NC)C